((2-hydroxy-3,5-di-t-butylphenyl)-amino)naphthalen-2-one OC1=C(C=C(C=C1C(C)(C)C)C(C)(C)C)NC1C(C=CC2=CC=CC=C12)=O